neodymium oxide, erbium salt [Er+3].[O-2].[Nd+3].[O-2].[O-2]